ClC=1C=C(C=CC1F)[Mg]Br (3-chloro-4-fluorophenyl)magnesium bromide